COC(=O)C1=CC(=CC2=CC(=CC(=C12)C(=O)OC)C(=O)OC)C(=O)OC 1,3,6,8-tetramethoxycarbonyl-naphthalene